2-(1-(4-(1-methyl-1H-pyrazol-4-yl)thiophen-2-yl)cyclopropyl)-5,6,7,8-tetrahydropyrido[4,3-d]pyrimidin-4(3H)-one CN1N=CC(=C1)C=1C=C(SC1)C1(CC1)C=1NC(C2=C(N1)CCNC2)=O